tris(3,4-di-t-butoxyphenyl)phenylsulfonium C(C)(C)(C)OC=1C=C(C=CC1OC(C)(C)C)C1=C(C(=C(C=C1)[SH2+])C1=CC(=C(C=C1)OC(C)(C)C)OC(C)(C)C)C1=CC(=C(C=C1)OC(C)(C)C)OC(C)(C)C